Glyceryl Trinitrate O=[N+]([O-])OCC(CO[N+](=O)[O-])O[N+](=O)[O-]